FC1=C(C(=O)OCC)C=CC(=C1O)C(NS(=O)(=O)N1CCCC1)=O ethyl 2-fluoro-3-hydroxy-4-((pyrrolidin-1-ylsulfonyl)carbamoyl)benzoate